[N+](=O)([O-])C=1C=C(C=CC1)N=NC1=CC=C(C=C1)C=O 4-[(3-nitrophenyl)diazenyl]phenyl-formaldehyde